C(C1=CC=CC=C1)N(C(C(CC1=CC=CC=C1)O)=O)C1=C(C=CC(=C1)Br)NC(C1=C(C(=C(C(=C1F)F)F)F)F)=O N-(2-(N-benzyl-2-hydroxy-3-phenylpropanamido)-4-bromophenyl)-2,3,4,5,6-pentafluorobenzamide